NC1=C(C=CC(=C1)C=1C(=NOC1C)C)NC1CC(C1)O (1r,3r)-3-((2-amino-4-(3,5-dimethylisoxazol-4-yl)phenyl)amino)cyclobutane-1-ol